1-(4-fluoro-3,5-dimethylphenyl)-1,3-dihydro-2H-imidazo[4,5-b]pyridin-2-thione FC1=C(C=C(C=C1C)N1C(NC2=NC=CC=C21)=S)C